COC1=NC=CC(=C1)N1N=C2C(NC=CC2=O)=N1 2-(2-methoxypyridin-4-yl)-7-oxo-4,7-dihydro-2H-[1,2,3]triazolo[4,5-b]pyridin